4-(7-fluoroquinolin-4-yl)piperazin FC1=CC=C2C(=CC=NC2=C1)N1CCNCC1